(E)-3-cyclopropyl-1-phenylprop-2-en-1-one C1(CC1)/C=C/C(=O)C1=CC=CC=C1